C1(=CC=CC=C1)CC(=O)C1=CC=CC=C1 phenylacetophenone